4-(((6-(5-fluoropyridin-2-yl)-8-methoxyquinazolin-4-yl)amino)methyl)pyridin-2(1H)-one FC=1C=CC(=NC1)C=1C=C2C(=NC=NC2=C(C1)OC)NCC1=CC(NC=C1)=O